tert-butyl (2-(4-((2-(((R or S)-1-(benzyloxy)hexan-3-yl)oxy)-4-(bis(3,4-dimethoxybenzyl)amino)imidazo[2,1-f][1,2,4]triazin-7-yl)(hydroxy)methyl)-3-fluorophenoxy)ethyl)(methyl)carbamate C(C1=CC=CC=C1)OCC[C@@H](CCC)OC1=NN2C(C(=N1)N(CC1=CC(=C(C=C1)OC)OC)CC1=CC(=C(C=C1)OC)OC)=NC=C2C(C2=C(C=C(OCCN(C(OC(C)(C)C)=O)C)C=C2)F)O |o1:10|